N1(CCCCC1)C1=C2C=C(N=CC2=CC=N1)NC1CN(CC1)C(=O)OC(C)(C)C tert-butyl 3-((5-(piperidin-1-yl)-2,6-naphthyridin-3-yl)amino)pyrrolidine-1-carboxylate